C(C)C1=C(C(=O)NCC2CCNCC2)C=CC(=C1)NC=1C=2N(C=CN1)C(=CN2)I 2-ethyl-4-[(3-iodoimidazo[1,2-a]pyrazin-8-yl)amino]-N-(4-piperidylmethyl)benzamide